BrC1=NN2C(C(=CC(=C2)CO)Cl)=N1 (2-bromo-8-chloro[1,2,4]triazolo[1,5-a]pyridin-6-yl)methanol